FC=1C(=C(C=CC1F)C1C(OC(C1C)C)C(=O)O)OC 3-(3,4-difluoro-2-methoxy-phenyl)-4,5-dimethyl-tetrahydrofuran-2-carboxylic acid